5-bromo-N-(6-(4-cyclopropyl-4H-1,2,4-triazol-3-yl)pyridin-2-yl)-2-oxo-1,2-dihydropyridine-3-carboxamide BrC=1C=C(C(NC1)=O)C(=O)NC1=NC(=CC=C1)C1=NN=CN1C1CC1